S(=O)(=O)(O)O.C(C1=CC=CC=C1)(=O)C1=CC=CC=C1 benzophenone sulphate